5-bromo-1-ethyl-1H-pyrazolo[3,4-b]pyridine BrC=1C=C2C(=NC1)N(N=C2)CC